COCCCCNC1=CC=C(C=C1)N1CCC(CC1)C(F)(F)F N-(4-methoxybutyl)-4-(4-(trifluoromethyl)piperidin-1-yl)aniline